2-[2-[[6-methoxy-5-(4-methylpiperazin-1-yl)sulfonyl-1,3-benzothiazol-2-yl]methylcarbamoyl]indan-2-yl]acetic acid COC1=CC2=C(N=C(S2)CNC(=O)C2(CC3=CC=CC=C3C2)CC(=O)O)C=C1S(=O)(=O)N1CCN(CC1)C